CN1C[C@@H](NC2=CC=CC=C12)C1=CC=CC=C1 (S)-1-methyl-3-phenyl-1,2,3,4-tetrahydroquinoxaline